4-{4-[2,4-bis(benzyloxy)-5-isopropylbenzoyl]piperazin-1-yl}-2-(2,6-dioxopiperidin-3-yl)isoindoline-1,3-dione C(C1=CC=CC=C1)OC1=C(C(=O)N2CCN(CC2)C2=C3C(N(C(C3=CC=C2)=O)C2C(NC(CC2)=O)=O)=O)C=C(C(=C1)OCC1=CC=CC=C1)C(C)C